5-methyl-3-(((1-methylpiperidin-4-yl)methyl)amino)thiophene-2-carboxylic acid CC1=CC(=C(S1)C(=O)O)NCC1CCN(CC1)C